C(C)(=O)O.C(C(C)C)C=1C(=NC(=NC1)N)N isobutylpyrimidine-2,4-diamine acetate salt